4-((1H-PYRROLO[2,3-B]PYRIDIN-4-YL)OXY)-3-(TRIFLUOROMETHYL)ANILINE N1C=CC=2C1=NC=CC2OC2=C(C=C(N)C=C2)C(F)(F)F